Thiazolan S1NCCC1